ClC1=C(C=CC=C1)C1=C(C(=O)N)C=CC(=C1)NC1=NC(=NC=C1F)NC1=CC=C(C=C1)C(NN1CCC(CC1)CCCN1CCN(CC1)C1=CC=C(C=C1)C1C(NC(CC1)=O)=O)=O (2-chlorophenyl)-4-((2-((4-((4-(3-(4-(4-(2,6-dioxopiperidin-3-yl)phenyl)piperazin-1-yl)propyl)piperidin-1-yl)carbamoyl)phenyl)amino)-5-fluoropyrimidin-4-yl)amino)benzamide